C1(=CC=C(C=C1)C1=NC(=NC(=N1)C1=CC=C(C=C1)C1=CC=C(C=C1)Br)C1=CC=CC=C1)C1=CC=CC=C1 2-([1,1'-biphenyl]-4-yl)-4-(4'-bromo-[1,1'-biphenyl]-4-yl)-6-phenyl-1,3,5-triazine